10-methyl-1-oxo-2-phenyl-1,2-dihydropyrazino[1,2-a]indole-4-carboxamide CC1=C2N(C=3C=CC=CC13)C(=CN(C2=O)C2=CC=CC=C2)C(=O)N